4-(2,2-dimethyl-1,2-dihydroquinolin-7-yl)morpholine CC1(NC2=CC(=CC=C2C=C1)N1CCOCC1)C